1-((3-(5-chlorothien-2-yl)-1-isopropyl-1H-indazol-5-yl)carbamoyl)cyclopropane-1-carboxylic acid ClC1=CC=C(S1)C1=NN(C2=CC=C(C=C12)NC(=O)C1(CC1)C(=O)O)C(C)C